ClC1=CC=2N(C=C1)N=CC2C(=O)O 5-chloropyrazolo[1,5-a]pyridine-3-carboxylic acid